CC=1C(=CSC1)B(O)O 4-methyl-3-thiopheneboronic acid